6-(PROPYLAMINO)PYRIDINE-3-BORONIC ACID C(CC)NC1=CC=C(C=N1)B(O)O